C1(CC1)C1=CC(=NC=C1C(=O)OCC)C(=O)O 4-Cyclopropyl-5-ethoxycarbonyl-2-picolinic acid